(2E,4E)-2,4-hexadienoic acid potassium salt [K+].C(\C=C\C=C\C)(=O)[O-]